N(=[N+]=[N-])C[C@H](CCC(=O)OC)NC(=O)OC(C)(C)C Methyl (S)-5-azido-4-((tert-butoxycarbonyl) amino)pentanoate